4-amino-1,3-dimethyl-1H-pyrazolo[4,3-c]quinoline-8-carbonyl chloride hydrochloride Cl.NC1=NC=2C=CC(=CC2C2=C1C(=NN2C)C)C(=O)Cl